7-bromo-5-fluoro-1H-indole-2-carboxylic acid BrC=1C=C(C=C2C=C(NC12)C(=O)O)F